CC1=C(C=CC=C1C)N1CCN(CC1)C(CN1N=C(C2=C1CCC2)C(=O)N2CCN(CC2)S(=O)(=O)C)=O 1-[4-(2,3-dimethylphenyl)piperazin-1-yl]-2-{3-[4-(methylsulfonyl)piperazine-1-carbonyl]-5,6-dihydrocyclopenta[c]pyrazol-1(4H)-yl}ethan-1-one